2-methyl-N-[(1R)-1-[3-[2-(trifluoromethyl)-4-pyridinyl]-1,2,4-thiadiazol-5-yl]ethyl]-5-(trifluoromethyl)pyrazole-3-carboxamide CN1N=C(C=C1C(=O)N[C@H](C)C1=NC(=NS1)C1=CC(=NC=C1)C(F)(F)F)C(F)(F)F